NC=1C2=C(N=CN1)N(C(=C2C2=CC(=C(C=C2)OC2=NC=CC(=N2)C)F)C2=C(C=C(C=C2)NC(C(=C)C2CC2)=O)C(F)F)C N-(4-(4-amino-5-(3-fluoro-4-((4-methylpyrimidin-2-yl)oxy)phenyl)-7-methyl-7H-pyrrolo[2,3-d]pyrimidin-6-yl)-3-(difluoromethyl)phenyl)-2-cyclopropylacrylamid